ClC1=CC(=C(C=N1)C(=O)OC)F methyl 6-chloro-4-fluoropyridine-3-carboxylate